ClC1=C2C(=NC(=C1)C=1C(=NC=CC1)OCC)C(=NN2C(C)C)C(F)F 7-chloro-3-(difluoromethyl)-5-(2-ethoxypyridin-3-yl)-1-isopropyl-1H-pyrazolo[4,3-b]pyridine